methyl N-(cyclopropylmethyl)-2-methoxy-4-(trifluoromethyl)benzimidothioate C1(CC1)CN=C(C1=C(C=C(C=C1)C(F)(F)F)OC)SC